1,2,4-tri-aminobenzene NC1=C(C=C(C=C1)N)N